8-Methyl-4(3h)-Quinazolinone CC=1C=CC=C2C(NC=NC12)=O